O=C1NC2=C(N1)C=CC(=C2)CCN2COCC2=O 3-(2-(2-oxo-2,3-dihydro-1H-benzo[d]imidazol-5-yl)ethyl)oxazolidine-4-one